N-(4-sulfobutyl)-4-(4-(4-(dipentylamino)phenyl)butadienyl)pyridine 3-hydroxy-2-methyl-2-(4-methyl-1H-pyrazol-1-yl)propyl-4-methylbenzenesulfonate OCC(COS(=O)(=O)C1=CC=C(C=C1)C)(N1N=CC(=C1)C)C.S(=O)(=O)(O)CCCCN1CC=C(C=C1)C=CC=CC1=CC=C(C=C1)N(CCCCC)CCCCC